(R)-1-(2-fluorophenyl)-3-(1-phenylethyl)thiourea FC1=C(C=CC=C1)NC(=S)N[C@H](C)C1=CC=CC=C1